ClC1=C(C(=CC(=C1)C)Cl)I 1,3-dichloro-2-iodo-5-methylbenzene